2-oxo-6-phenyl-4-(trifluoromethyl)-1,2-dihydropyridine-3-carboxylic acid O=C1NC(=CC(=C1C(=O)O)C(F)(F)F)C1=CC=CC=C1